C1(CCCCC1)P(C1=C(C=CC=C1)N1C2=CC=CC=C2C=2C=CC=CC12)C1CCCCC1 9-[2-(dicyclohexylphosphino)phenyl]-9H-carbazole